S12SCC(NC1=O)C(N2)=O dithia-5,7-diazabicyclo[2.2.2]octane-6,8-dione